dimethoxyheptenyl methyl ether COC=CCCCCC(OC)OC